C(C)(C)(C)OC(=O)N1CCC(CC1)SC1=NC(=C(C=C1)CO)F 4-((6-fluoro-5-(hydroxymethyl)pyridin-2-yl)thio)piperidine-1-carboxylic acid tert-butyl ester